NC1=CC(=C(C=C1)C=1C(=CC(N(N1)C)=O)C)F 6-(4-amino-2-fluorophenyl)-2,5-dimethylpyridazin-3(2H)-one